FC(C1CCC(N1)C(=O)N)(F)F 5-(trifluoromethyl)pyrrolidine-2-carboxamide